2-(4-(3-((4-chloro-1H-indazol-5-yl)amino)-1H-pyrazol-1-yl)-2-fluorophenoxy)-N-isopropylacetamide ClC1=C2C=NNC2=CC=C1NC1=NN(C=C1)C1=CC(=C(OCC(=O)NC(C)C)C=C1)F